2-(4-fluoro-2-methylphenoxy)-N-(4-fluoro-3-nitrophenyl)-4-(trifluoromethyl)benzamide FC1=CC(=C(OC2=C(C(=O)NC3=CC(=C(C=C3)F)[N+](=O)[O-])C=CC(=C2)C(F)(F)F)C=C1)C